[Zn].NC1=C2N(C(=C1N)C(=C1C(=C(C(=N1)C=C1C=CC(N1)=CC=1C=CC(N1)=C2)C2=CC=CC=C2)C2=CC=CC=C2)C2=CC=CC=C2)C2=CC=CC=C2 2,3-diamino-tetraphenylporphyrin zinc